C(C)(C)(C)OC(=O)N1[C@@H](CCC1)C=1C=C(C=C2CCN(CC12)C(C1=CC(=NC=C1)C(C)(C)O)=O)C=1C=C2C(=NC1)NC=C2C (S)-2-(2-(2-(2-hydroxypropan-2-yl)isonicotinoyl)-6-(3-methyl-1H-pyrrolo[2,3-b]pyridin-5-yl)-1,2,3,4-tetrahydroisoquinolin-8-yl)pyrrolidine-1-carboxylic acid tert-butyl ester